3-{[(2-chloropyrimidin-5-yl)methyl]amino}-N-[(1S,2S)-2-hydroxycyclohexyl]-4-methylbenzamide ClC1=NC=C(C=N1)CNC=1C=C(C(=O)N[C@@H]2[C@H](CCCC2)O)C=CC1C